4-(N-tert-Butoxycarbonyl-2-aminoisobutyrylamino)-3-fluoro-2-(trifluoromethyl)benzonitrile C(C)(C)(C)OC(=O)N(C1=C(C(=C(C#N)C=C1)C(F)(F)F)F)C(C(C)(C)N)=O